N-(1-methylpropyl)amidosulfuric acid CC(CC)NS(O)(=O)=O